3-(4-((2-(4-chloro-2-methylphenoxy)benzyl)oxy)phenyl)propanoic acid ClC1=CC(=C(OC2=C(COC3=CC=C(C=C3)CCC(=O)O)C=CC=C2)C=C1)C